pentacopper silicide [Si].[Cu].[Cu].[Cu].[Cu].[Cu]